N[C@H]1CN(C[C@@H](C1)F)C(=O)C=1C=C(C=2N(C1)N=C(C2C)C=2N(C1=CC(=CC=C1C2)C(C)(C)O)CC2CC2)OC ((3R,5R)-3-amino-5-fluoropiperidin-1-yl)(2-(1-(cyclopropylmethyl)-6-(2-hydroxy-prop-2-yl)-1H-indol-2-yl)-4-methoxy-3-methylpyrazolo[1,5-a]pyridin-6-yl)methanone